FC(OC1=C(C=CC(=C1)F)NC(=O)C1(CCC(CC1)(C(=O)O)C([2H])([2H])[2H])C1=C(C=CC=C1)C(C)C)F (1s,4s)-4-((2-(difluoromethoxy)-4-fluorophenyl)carbamoyl)-4-(2-isopropylphenyl)-1-(methyl-d3)cyclohexane-1-carboxylic acid